BrC=1C(=NN(C1)C(C)(C)C)C1CCC(CC1)(F)F 4-bromo-1-tert-butyl-3-(4,4-difluorocyclohexyl)pyrazole